C(C)(=O)N(C([C@@H](N)CC1=CC=C(C=C1)OP(=O)(O)O)=O)C1C(N(CCCC1)CC1=CC=C(C=C1)C1=CC=CC=C1)=O N-Acetyl-N-[1-(1,1'-biphenyl-4-ylmethyl)-2-oxoazepan-3-YL]-O-phosphonotyrosinamide